CN1[C@H](CN(CC1)C)C=1N=C2N(C=C(N=C2)NC(=O)C2=CC=C3C(=NN(C3=C2)C)C)C1 |o1:2| rel-N-{2-[(2R)-1,4-dimethylpiperazin-2-yl]imidazo[1,2-a]pyrazin-6-yl}-1,3-dimethyl-1H-indazole-6-carboxamide